OCCC1CCN(CC1)CCSSCCN1CCC(CC1)CCO bis{2-[4-(2-hydroxyethyl) piperidinyl]ethyl} disulfide